N1CCC(CC1)C(C)(C)O 2-(4-piperidinyl)-2-propanol